C(C1=CC=CC=C1)OC(CC(=O)O)C 3-(benzyloxy)butyric acid